C1(=CC=CC=C1)NS(=O)(=O)C(F)(F)F N-phenyl-trifluoromethyl-sulfonamide